C(C)C=1N=C2N(C=C(C=C2)C=2C=NC(=NC2)N2CCN(CC2)CC(=O)N2C[C@H](CC2)O)C1N(C=1SC(=C(N1)C1=CC=C(C=C1)F)C#N)C (S)-2-((2-ethyl-6-(2-(4-(2-(3-hydroxypyrrolidin-1-yl)-2-oxoethyl)piperazin-1-yl)pyrimidin-5-yl)imidazo[1,2-a]pyridin-3-yl)(methyl)amino)-4-(4-fluorophenyl)thiazole-5-carbonitrile